CC1=CC=2C(=NN(N2)C2=C(C=C(C=C2)O)O)C=C1 4-(5-methyl-2H-benzotriazol-2-yl)-1,3-benzenediol